2-(2,4-dichlorophenyl)-5-amino-4-hydroxy-3(2H)-furanone ClC1=C(C=CC(=C1)Cl)C1OC(=C(C1=O)O)N